FC(C=1C(=C(C=CC1)[C@@H](C)NC=1C2=C(N=CN1)N(C(C(=C2)C2=CC1(CS(C1)(=O)=O)C2)=O)C)F)F 6-(4-{[(1R)-1-[3-(difluoromethyl)-2-fluorophenyl]ethyl]amino}-8-methyl-7-oxo-7H,8H-pyrido[2,3-d]pyrimidin-6-yl)-2λ6-thiaspiro[3.3]hept-5-ene-2,2-dione